C(CCC)OOC1=NC(=NC(=N1)OOCCCC)OOCCCC 2,4,6-tri(butylperoxy)-s-triazine